N-(4-(Morpholin-2-ylmethoxy)-3-(pyridazin-4-yl)-1H-pyrazol-5-yl)-3-(3,4,5-trifluorophenyl)propenamide N1CC(OCC1)COC=1C(=NNC1NC(C=CC1=CC(=C(C(=C1)F)F)F)=O)C1=CN=NC=C1